Thiophene-4-ylboronic acid S1C=CC(=C1)B(O)O